[V].[Na] sodium-vanadium